2,6-dimethyl-4-((6-(tritylamino)hexyl)carbamoyl)benzoic acid CC1=C(C(=O)O)C(=CC(=C1)C(NCCCCCCNC(C1=CC=CC=C1)(C1=CC=CC=C1)C1=CC=CC=C1)=O)C